C(C1=CC=C(C=C1)OC)=O p-Anisaldehyd